CN(CCCC(=O)OC(CCOC(CCCCCC(CCCCCC)CCCCCC)=O)CCCCCCCC\C=C/C\C=C/CCCCC)C (12Z,15Z)-3-((4-(dimethylamino)butanoyl)oxy)henicosa-12,15-dien-1-yl-7-hexyltridecanoate